3-amino-5-fluoro-N-[4-fluoro-2-(piperazin-1-yl)-5,6,7,8-tetrahydroquinolin-6-yl]-6-methylthieno[2,3-b]pyridine-2-carboxamide NC1=C(SC2=NC(=C(C=C21)F)C)C(=O)NC2CC=1C(=CC(=NC1CC2)N2CCNCC2)F